methyl (E)-5-heptyldodeca-2,4-dienoate C(CCCCCC)C(=C/C=C/C(=O)OC)CCCCCCC